C1(=CC=CC=C1)[C@@H]1[C@H](C1)NCC1CCN(CC1)CCCC1=CC=C(C(=O)N)C=C1 4-(3-(4-((((1s,2r)-2-phenylcyclopropyl)amino)methyl)piperidin-1-yl)propyl)benzamide